(5-amino-1-{6-[(2,6-difluorophenyl)oxy]-4-methylpyridin-3-yl}pyrazol-4-yl)[7-(1-methylazetidin-3-yl)-5,6,7,8-tetrahydro-1H-pyrrolo[2,3-e]pyrido[4,3-b]pyridin-2-yl]methanone NC1=C(C=NN1C=1C=NC(=CC1C)OC1=C(C=CC=C1F)F)C(=O)C1=CC2=C(C=C3C(=N2)CCN(C3)C3CN(C3)C)N1